tert-butyl 4-chloro-3-fluoro-12-oxo-17-{[2-(trimethylsilyl)ethoxy]methyl}-5,13,17-triazatetracyclo[8.7.0.02,7.011,16]heptadeca-1(10),2(7),3,5,11(16)-pentaene-13-carboxylate ClC1=C(C=2C=3N(C=4CCN(C(C4C3CCC2C=N1)=O)C(=O)OC(C)(C)C)COCC[Si](C)(C)C)F